C(C)(=O)C1=C(C=NC(=C1)OC)NC(OC(C)(C)C)=O tert-Butyl (4-acetyl-6-methoxypyridin-3-yl)carbamate